tert-butyl 6-[5-fluoro-6-[7-fluoro-3-(methoxymethoxy)-8-(2-triisopropylsilylethynyl)-1-naphthyl]-3-methyl-imidazo[1,5-a]pyrazin-1-yl]-3-azabicyclo[3.1.0]hexane-3-carboxylate FC1=C(N=CC=2N1C(=NC2C2C1CN(CC21)C(=O)OC(C)(C)C)C)C2=CC(=CC1=CC=C(C(=C21)C#C[Si](C(C)C)(C(C)C)C(C)C)F)OCOC